C(C)OC=1C=C(C=CC1OC)[C@@H](CS(=O)(=O)C)N1C(C2=CC=CC(=C2C1=O)CCCCCO)=O (S)-2-(1-(3-ethoxy-4-methoxyphenyl)-2-(methylsulfonyl)ethyl)-4-(5-hydroxypentyl)isoindoline-1,3-dione